[Co](O)O.[Mn].[Ni] Nickel-Manganese-Cobalt hydroxide